C(#N)C1=CC=C(COC[C@H]2CN([C@@H](O2)C(F)(F)F)C2=CC(=C(C#N)C=C2)C(F)(F)F)C=C1 4-((2S,5R)-5-(((4-Cyanobenzyl)oxy)methyl)-2-(trifluoromethyl)oxazolidin-3-yl)-2-(trifluoromethyl)benzonitril